ClC1=CN=C2N1N=C(C(=C2C2(CCC(CC2)N)N)Cl)C2=C(C=CC=C2F)F 1-(3,7-dichloro-6-(2,6-difluorophenyl)imidazo[1,2-b]pyridazin-8-yl)cyclohexane-1,4-diamine